N1C=NC2=C1C=CC(=C2)CCNC=2C1=C(N=CN2)C2=C(S1)N=C1C(=C2CSC)COC(C1)(C)C N-(2-(1H-Benzo[d]imidazol-5-yl)ethyl)-8,8-dimethyl-11-((methylthio)methyl)-7,10-dihydro-8H-pyrano[3'',4'':5',6']pyrido[3',2':4,5]thieno[3,2-d]pyrimidin-4-amine